(S)-1-((R)-(2-((S*)-1-amino-4,4,4-trifluoro-3,3-dimethylbutyl)-1H-benzo[d]imidazol-5-yl)(cyclopropyl)methyl)-4-(trifluoromethyl)imidazolidin-2-one-5,5-d2 N[C@@H](CC(C(F)(F)F)(C)C)C1=NC2=C(N1)C=CC(=C2)[C@H](N2C(N[C@@H](C2([2H])[2H])C(F)(F)F)=O)C2CC2 |o1:1|